N-{3-[2-(benzyloxy)ethoxy]propyl}-4-bromo-3-methyl-2-nitroaniline C(C1=CC=CC=C1)OCCOCCCNC1=C(C(=C(C=C1)Br)C)[N+](=O)[O-]